C(C=O)OP(=O)([O-])OP(=O)([O-])OP(=O)([O-])[O-] The molecule is an organophosphate oxoanion obtained by removal of four protons from the triphosphate function of glycolaldehyde triphosphate; major species at pH 7.3. It is a conjugate base of a glycolaldehyde triphosphate.